[Cl-].C1(CC1)NC(C([C@H](CCCNC(=N)NS(=O)(=O)C=1C(=C(C2=C(CC(O2)(C)C)C1C)C)C)[NH3+])O)=O (3S)-1-(cyclopropylamino)-2-hydroxy-1-oxo-6-(3-((2,2,4,6,7-pentamethyl-2,3-dihydrobenzofuran-5-yl)sulfonyl)guanidino)hexan-3-aminium chloride